OC1=C(C=O)C(=CC=C1)OCC=1C(=NC=CC1)C1=CC=NN1C(C)C 2-Hydroxy-6-((2-(1-isopropyl-1H-pyrazol-5-yl)pyridin-3-yl)methoxy)benzaldehyde